1'-(2,4-dichlorobenzoyl)-2-oxospiro[indoline-3,4'-piperidine]-5-carboxylic acid ClC1=C(C(=O)N2CCC3(CC2)C(NC2=CC=C(C=C23)C(=O)O)=O)C=CC(=C1)Cl